OCCCCC(=O)O δ-hydroxypentanoic acid